2-(2,3-Dihydro-benzofuran-5-yl)-3-(pyridin-4-yl)imidazo[1,2-a]pyrimidine O1CCC2=C1C=CC(=C2)C=2N=C1N(C=CC=N1)C2C2=CC=NC=C2